METHYLTETRAHYDROFOLATE COC(CC[C@@H](C(=O)O)NC(=O)C1=CC=C(NCC2CNC=3N=C(N)NC(=O)C3N2)C=C1)=O